C(#N)C1=C(C=C(C(=C1)C1CCCCC1)C#N)C1CCCCC1 2,5-dicyano-1,4-dicyclohexylbenzene